FC1(CN(C1)C(=O)OCCCC)COS(=O)(=O)C1=CC=C(C)C=C1 butyl 3-fluoro-3-((tosyloxy)methyl)azetidine-1-carboxylate